(Z)-6-(4-((5-cyclopropyl-3-(2-(trifluoromethoxy)phenyl)isoxazol-4-yl)methoxy)-3,3-difluoropiperidin-1-yl)-N'-hydroxynicotinimidamide C1(CC1)C1=C(C(=NO1)C1=C(C=CC=C1)OC(F)(F)F)COC1C(CN(CC1)C1=NC=C(/C(/N)=N/O)C=C1)(F)F